ClC1=CC=C(C=N1)CN1C=CC=C2C1=NC(N(C2=O)C2(CC2)C)=O 8-((6-chloropyridin-3-yl)methyl)-3-(1-methylcyclopropyl)pyrido[2,3-d]pyrimidine-2,4(3H,8H)-dione